[Si].C(CC)C1=NC=CC=C1 propyl-pyridine silicon